C(C)(C)(C)OC(=O)N(C(OC(C)(C)C)=O)C1=NC=C(C=C1C)NC(C(=O)N1C(CCC(C1)C)C=1C=CC2=C(N=C(S2)C2CCN(CC2)C)C1)=O tert-butyl N-tert-butoxycarbonyl-N-[3-methyl-5-[[2-[5-methyl-2-[2-(1-methyl-4-piperidyl)-1,3-benzothiazol-5-yl]-1-piperidyl]-2-oxo-acetyl]amino]-2-pyridyl]carbamate